C(C)(CC)C(COC)(COC)C(C)CC 2,2-di-s-butyl-1,3-dimethoxypropane